6-(5-((4-Benzylpiperidin-1-yl)methyl)-4H-1,2,4-triazol-3-yl)-1H-indole C(C1=CC=CC=C1)C1CCN(CC1)CC=1NC(=NN1)C1=CC=C2C=CNC2=C1